(rac)-4-(3-amino-1-(isoquinolin-6-ylamino)-1-oxopropan-2-yl)benzyl 2,4-dimethylbenzoate CC1=C(C(=O)OCC2=CC=C(C=C2)[C@@H](C(=O)NC=2C=C3C=CN=CC3=CC2)CN)C=CC(=C1)C |r|